{6-[(3S,4S)-4-amino-3-methyl-2-oxa-8-azaspiro[4.5]decan-8-yl]-3-(3-chloro-2-fluorophenyl)-1H-pyrazolo[3,4-b]pyrazin-5-yl}methanol N[C@@H]1[C@@H](OCC12CCN(CC2)C2=C(N=C1C(=N2)NN=C1C1=C(C(=CC=C1)Cl)F)CO)C